5-((2,2-Dimethyl-4,7,10,13-tetraoxo-3-oxa-5,8,11,14-tetraazahexadecan-16-yl)carbamoyl)-2-(2-(4-fluorophenyl)butyryl)-4-methylthiophene-3-carboxylic acid methyl ester COC(=O)C1=C(SC(=C1C)C(NCCNC(CNC(CNC(CNC(OC(C)(C)C)=O)=O)=O)=O)=O)C(C(CC)C1=CC=C(C=C1)F)=O